thiathiazole S1SNC=C1